tert-butyl (1-(6-((1S,3R)-2-(bicyclo[1.1.1]pentan-1-yl)-3-methyl-2,3,4,9-tetrahydro-1H-pyrido[3,4-b]indol-1-yl)pyridin-3-yl)azetidin-3-yl)carbamate C12(CC(C1)C2)N2[C@@H](C=1NC3=CC=CC=C3C1C[C@H]2C)C2=CC=C(C=N2)N2CC(C2)NC(OC(C)(C)C)=O